C(C)(C)(C)OC1=C(C=O)C=CC=C1 tertiary butoxybenzaldehyde